ClC1=CC=C(CC=2NC3=C(C=CC=C3C2)C=2N=NN(C2)C=2C=CC=C3C=CC(OC23)=O)C=C1 8-(4-(2-(4-chlorobenzyl)-1H-indol-7-yl)-1H-1,2,3-triazol-1-yl)-2H-chromen-2-one